COC(=O)C1=CC=C2C(=N1)N(C=N2)CC2(CC2)C#N 3-((1-cyanocyclopropyl)methyl)-3H-imidazo[4,5-b]Pyridine-5-carboxylic acid methyl ester